ClC=1OC2=C(C1)C(=CC=C2)C 2-chloro-4-methylbenzofuran